Benzo[d][1,3]dioxol-5-ylmethyl 2-(4-ethoxyphenyl)thiazole-4-carboxylate C(C)OC1=CC=C(C=C1)C=1SC=C(N1)C(=O)OCC1=CC2=C(OCO2)C=C1